COC(=O)C1=NC=C(C=C1SCC)C1=CN=C(N=N1)Br 5-(3-bromo-1,2,4-triazin-6-yl)-3-(ethylsulfanyl)pyridine-2-carboxylic acid methyl ester